3-(2-aminoethyl)propyldimethoxysilane NCCCCC[SiH](OC)OC